ClC1=NN=C2N1C1=CC=CC=C1C(=N2)N(C=2C=C(C=CC2)C2=CC=C(C=C2)N2CCOCC2)C chloro-N-methyl-N-(4'-morpholino-[1,1'-biphenyl]-3-yl)-[1,2,4]triazolo[4,3-a]quinazolin-5-amine